S(=O)(=O)(O)[O-].CN(C(=[N+](CC=C)CC)N(C)C)C 1,1,3,3-tetramethyl-2-ethyl-2-allylguanidinium hydrogen sulfate